3-[(3aR,4R,5S,7aS)-5-{(1R)-1-[3,5-bis(trifluoromethyl)phenyl]ethoxy}-4-(4-fluorophenyl)octahydro-2H-isoindol-2-yl]cyclopent-2-en-1-one FC(C=1C=C(C=C(C1)C(F)(F)F)[C@@H](C)O[C@@H]1[C@H]([C@@H]2CN(C[C@H]2CC1)C1=CC(CC1)=O)C1=CC=C(C=C1)F)(F)F